4-(2,4-difluorophenyl)-7-((3R)-1-methyl-3-piperidinyl)-2-(2-(2-propenoyl)-2,6-diazaspiro[3.4]octan-6-yl)-5,6,7,8-tetrahydro-1,7-naphthyridine-3-carbonitrile FC1=C(C=CC(=C1)F)C1=C(C(=NC=2CN(CCC12)[C@H]1CN(CCC1)C)N1CC2(CN(C2)C(C=C)=O)CC1)C#N